ethyl (R)-3-amino-3-(3-ethoxy-4-methoxyphenyl)propionate hydrochloride Cl.N[C@H](CC(=O)OCC)C1=CC(=C(C=C1)OC)OCC